2-[(Z)-2-methoxyvinyl]Pyridine CO\C=C/C1=NC=CC=C1